ethyl 2-{[(tert-butoxycarbonyl)(prop-2-en-1-yl)amino]methyl}-4-methylpent-4-enoate C(C)(C)(C)OC(=O)N(CC=C)CC(C(=O)OCC)CC(=C)C